OC=1C(=C(C(=CC1)C)C=1C=2N(C3=CC(=NC=C3C1)NC(=O)C1CC1)C=NN2)C N-[4-(3-hydroxy-2,6-dimethylphenyl)-[1,2,4]triazolo[4,3-a]1,6-naphthyridin-8-yl]cyclopropanecarboxamide